3-Methyl-4-(2,6,6-trimethyl-1-cyclohexen-1-yl)-3-buten-2-on CC(C(C)=O)=CC1=C(CCCC1(C)C)C